2-(1H-1,2,4-triazol-1-yl)ethan-1-ol N1(N=CN=C1)CCO